C(C)OC=1C=2N(C=C(C1)N=C(C1=CC=CC=C1)C1=CC=CC=C1)C=C(N2)C N-(8-ethoxy-2-methyl-imidazo[1,2-a]pyridin-6-yl)-1,1-diphenyl-methanimine